C1(=CC=CC2=CC=CC=C12)[C@H](C)[NH-] (S)-N-(1-(naphthalen-1-yl)ethyl)-amide